C(C=C)N(C(C=1C(C(=O)N(CC=C)CC=C)=CC=CC1)=O)CC=C N,N,N',N'-tetraallylphthalamide